C(C)(C)(C)OC(=O)NCCCCCCCC(=O)OC(CCCCCCCC)CCCCCCCC octylnonyl 8-(tert-butoxycarbonylamino)octanoate